F[P-](F)(F)(F)(F)F.C[NH2+]C N-Methylmethylammonium hexafluorophosphate